C1=CC=CC=2SC3=CC=CC(=C3SC12)O thianthrene-9-ol